C(C=C)(=O)N1[C@H](CN(C[C@H]1C)C1=NC(N2C3=C(C(=C(C=C13)C(F)(F)F)C1=CC=C(C=C1)F)SC[C@H](C2)OCF)=O)C (S)-8-((3S,5R)-4-acryloyl-3,5-dimethylpiperazin-1-yl)-3-(fluoromethoxy)-11-(4-fluorophenyl)-10-(trifluoromethyl)-3,4-dihydro-2H,6H-[1,4]thiazepino[2,3,4-ij]quinazolin-6-one